2,4-dihydroxy-N-[2-[(2-[[3-hydroxy-2-(1-hydroxyethyl)butanoyl]sulfanyl]ethyl)carbamoyl]ethyl]-3,3-dimethylbutanamide OC(C(=O)NCCC(NCCSC(C(C(C)O)C(C)O)=O)=O)C(CO)(C)C